BrC=1N=C2C=NC=NC2=NC1 6-Bromopteridin